5-iodo-6-isopropyl-7-oxo-1-tetrahydropyran-2-yl-pyrazolo[4,3-g]isoquinolin-7-ium IC1=C([N+](C=C2C=C3C(C=C12)=CNN3C3OCCCC3)=O)C(C)C